C(C)[C@H]1NC[C@@H](N(C1)C=1C2=C(N(C(N1)=O)C)C=CC(=N2)C#N)CO 4-((2R,5R)-5-Ethyl-2-(hydroxymethyl)piperazin-1-yl)-1-methyl-2-oxo-1,2-dihydropyrido[3,2-d]pyrimidine-6-carbonitrile